gallium tris(2-methyl-3-hydroxy-4-pyrone) CC=1OC=CC(C1O)=O.CC=1OC=CC(C1O)=O.CC=1OC=CC(C1O)=O.[Ga]